[N+](=O)([O-])C=1C(=NC=CC1)N1CCOCC1 4-(3-nitropyridin-2-yl)morpholine